ClC=1C=C(C=CC1O)NC1=NC=C(C(=N1)NC=1C=CC2=C(NC(O2)=O)C1)C 5-[2-(3-Chloro-4-hydroxy-phenylamino)-5-methyl-pyrimidin-4-ylamino]-3H-benzooxazol-2-one